C(C1=CC=CC=C1)N1N=CC(=C1)C=1C=NC=2CCN(CC2C1)C1=C(C=CC=N1)C 6-[3-(1-benzylpyrazol-4-yl)-7,8-dihydro-5H-1,6-naphthyridin-6-yl]-5-methyl-pyridine